ethyl 1-(2,6-difluoro-3-nitrophenyl)-1H-pyrazole-4-carboxylate FC1=C(C(=CC=C1[N+](=O)[O-])F)N1N=CC(=C1)C(=O)OCC